7-(2-fluorophenyl)-6-methyl-1,2,3,4-tetrahydroisoquinoline FC1=C(C=CC=C1)C1=C(C=C2CCNCC2=C1)C